[(3R,4aR,5S,6S,6aS,10S,10aR,10bS)-3-ethenyl-6,10,10b-trihydroxy-3,4a,7,7,10a-pentamethyl-1-oxo-5,6,6a,8,9,10-hexahydro-2H-benzo[f]chromen-5-yl] acetate C(C)(=O)O[C@H]1[C@H]([C@@H]2[C@@]([C@]3(C(C[C@](O[C@]13C)(C)C=C)=O)O)([C@H](CCC2(C)C)O)C)O